OC1=C(C=CC(=C1)OCCOCC)C1=NC(=NC(=N1)C1=C(C=C(C=C1)OCCOCC)O)C1=C(C=C(C=C1)OCCOCC)O 2,4,6-tris(2-Hydroxy-4-ethoxyethoxyphenyl)-1,3,5-triazine